1-(6-bromopyridin-3-yl)-3,3-difluorocyclobutane-1-carbonitrile BrC1=CC=C(C=N1)C1(CC(C1)(F)F)C#N